COC(CCCCCCCCCCCCCCCCC[SiH3])(OC)OC trimethoxyoctadecyl-silane